FC1=C2C3(C(N(C2=CC(=C1)[C@@H]1[C@H](C1)C=1C=2N(N=C(C1)C=1C(NC(NC1)=O)=O)C=CN2)CC(F)(F)F)=O)CC3 5-(8-((1S,2S)-2-(4'-fluoro-2'-oxo-1'-(2,2,2-trifluoroethyl)spiro[cyclopropane-1,3'-indolin]-6'-yl)cyclopropyl)imidazo[1,2-b]pyridazin-6-yl)pyrimidine-2,4(1H,3H)-dione